[(monoacryloyloxy)-ethyl]phosphonic acid C(C=C)(=O)OCCP(O)(O)=O